5-methylthiophene-3-carboxamido-spiro[3.3]Heptane-2-carboxylic acid methyl ester COC(=O)C1C(C2(C1)CCC2)NC(=O)C2=CSC(=C2)C